ClC1=NC=CC(=N1)C1=CN(C2=C(C=CC=C12)[N+](=O)[O-])S(=O)(=O)C1=CC=C(C=C1)C 3-(2-chloropyrimidin-4-yl)-7-nitro-1-(4-methylbenzenesulfonyl)-1H-indole